[N+](=O)([O-])C1=C(N)C=CC(=C1)SCCC 2-nitro-4-(propylthio)aniline